FC=1C=C(C=C(C1)F)C(CCC(=O)OCC)=O ethyl 4-(3,5-difluorophenyl)-4-oxo-butyrate